(RS)-N-[2-(1,3-dimethylbutyl)-3-thienyl]-1-methyl-3-(trifluoromethyl)pyrazole-4-formamide C[C@H](CC(C)C)C=1SC=CC1NC(=O)C=1C(=NN(C1)C)C(F)(F)F |r|